F[C@@H]1[C@H]2CCC[C@@H](C[C@@H]1OC1=CC=C(N=N1)C1=C(C=C(C=C1)C1=NC(=CN=C1)C)O)N2 2-(6-(((1r,2r,3s,5s)-2-fluoro-9-azabicyclo[3.3.1]non-3-yl)oxy)pyridazin-3-yl)-5-(6-methylpyrazin-2-yl)phenol